N-(4-cyano-2-cyclopropylphenyl)-2-(3-cyano-4-iodo-1H-pyrazol-1-yl)-2-methylpropionamide C(#N)C1=CC(=C(C=C1)NC(C(C)(C)N1N=C(C(=C1)I)C#N)=O)C1CC1